FC1=CC=C(C=N1)C1=NC(=C2C(=N1)NN=C2)NC(=O)C=2SC(=CC2)[N+](=O)[O-] N-(6-(6-fluoropyridin-3-yl)-1H-pyrazolo[3,4-d]pyrimidin-4-yl)-5-nitrothiophene-2-carboxamide